(2,6-xylyl)-2-piperidineformamide C1(=C(C=CC=C1C)C)N1C(CCCC1)C(=O)N